ClC=1C=CC2=C(N=C(O2)C2CC3(CC(C3)NC(=O)C=3OC(=CC3)[S@](=O)CC3CC3)C2)C1 (Sa)-N-[6-(5-chloro-1,3-benzoxazol-2-yl)spiro[3.3]heptan-2-yl]-5-[(R)-cyclopropylmethylsulfinyl]furan-2-carboxamide